N,N-bis(2-hydroxyethyl)-2-ethylhexanamide OCCN(C(C(CCCC)CC)=O)CCO